OCC(=O)N[C@H]([C@H](CC(C(=O)O)=O)O)[C@@H](O)[C@H](O)[C@H](O)CO 3,5-dideoxy-5-((hydroxyacetyl)amino)-D-glycero-D-galacto-2-nonulosonic acid